tert-butyl N-[(1r,4r)-4-{[(1-{[1-(2,6-dioxopiperidin-3-yl)-3-methyl-2-oxo-1,3-benzodiazol-4-yl]methyl}piperidin-4-yl)(methyl)amino]methyl}cyclohexyl]carbamate O=C1NC(CCC1N1C(N(C2=C1C=CC=C2CN2CCC(CC2)N(C)CC2CCC(CC2)NC(OC(C)(C)C)=O)C)=O)=O